[N+](=O)([O-])C=CC=1C(=NC=CC1)C1=NC=CC=C1C1=NC=CC=C1 nitrovinylTerpyridyl